CN1CC(C1)(C)[C@@](C=1C=C(CNC(CC2=CC(=CC=C2)OC)=O)C=CC1)(C1=CC=C(C=C1)C(C)C)O (S)-N-{3-[(1,3-Dimethyl-azetidin-3-yl)-hydroxy-(4-isopropyl-phenyl)-methyl]-benzyl}-2-(3-methoxy-phenyl)-acetamide